ClC=1C=C(C=2N(N1)C(=CN2)C(=O)OCC)NC([2H])([2H])[2H] ethyl 6-chloro-8-((methyl-d3)amino)imidazo[1,2-b]pyridazine-3-carboxylate